[Si](C)(C)(C(C)(C)C)OCC(COC1=NN(C(=C1[N+](=O)[O-])C)C1CCC(CC1)OC)F 3-(3-((tert-butyldimethylsilyl)oxy)-2-fluoro-propoxy)-1-((1r,4r)-4-methoxycyclohexyl)-5-methyl-4-nitro-1H-pyrazole